CC1=CC=C(C=C1)S(=O)(=O)OC1=NN(C(C2=C1NC=N2)=O)CC(=O)N(C)C2=CC1=C(OC(O1)(F)F)C=C2 5-(2-((2,2-difluorobenzo[d][1,3]dioxol-5-yl)(methyl)amino)-2-oxoethyl)-4-oxo-4,5-dihydro-1H-imidazo[4,5-d]pyridazin-7-yl 4-methylbenzenesulfonate